5-(2-(4-((1r,4r)-4-(4-amino-3-(4-phenoxyphenyl)-1H-pyrazolo[3,4-d]pyrimidin-1-yl)cyclohexyl)piperazin-1-yl)ethoxy)-2-(2,6-dioxopiperidin-3-yl)isoindoline-1,3-dione NC1=C2C(=NC=N1)N(N=C2C2=CC=C(C=C2)OC2=CC=CC=C2)C2CCC(CC2)N2CCN(CC2)CCOC=2C=C1C(N(C(C1=CC2)=O)C2C(NC(CC2)=O)=O)=O